C(C)(=O)C1=CC=C(C=C1)NC(=O)N[C@@H]1C(NC[C@H]1C1=C(C=C(C=C1F)OC)F)=O |o1:13,17| (-)-1-(4-acetyl-phenyl)-3-[(3S*,4R*)-4-(2,6-difluoro-4-methoxyphenyl)-2-oxopyrrolidin-3-yl]urea